C(CC1=CC=CC=C1)N.C(N)(=O)C[C@@H](CCO)CC(C)C R-(-)-3-carbamoylmethyl-5-methyl-hexanol phenethylamine salt